ClC1=NN2C(N=CC(=C2[C@H](C)OC)NC2=CC=C(C=C2)C(C)N(C(=O)C2CCCCC2)C)=N1 N-{1-[4-({2-chloro-7-[(1S)-1-methoxyethyl]-[1,2,4]triazolo[1,5-a]pyrimidin-6-yl}amino)phenyl]ethyl}-N-methylcyclohexanecarboxamide